FC1=C2C=NN(C2=CC=C1N1C(N(C=C1)C=1N(N=C2C1[C@@H](NCC2)C)C2=CC(=C(C(=C2)C)F)C)=O)C (S)-1-(4-fluoro-1-methyl-1H-indazole-5-yl)-3-(2-(4-fluoro-3,5-dimethylphenyl)-4-methyl-4,5,6,7-tetrahydro-2H-pyrazolo[4,3-c]pyridine-3-yl)-1,3-dihydro-2H-imidazol-2-one